N-(4-(2-(((1r,4r)-4-aminocyclohexyl)-amino)-8-ethyl-quinazolin-6-yl)-3-methylphenyl)-benzenesulfonamide, formate salt C(=O)O.NC1CCC(CC1)NC1=NC2=C(C=C(C=C2C=N1)C1=C(C=C(C=C1)NS(=O)(=O)C1=CC=CC=C1)C)CC